(2R)-2-amino-3-(7-chloro-4-{[(thiophen-2-yl)methyl]amino}thieno[3,2-c]pyridazin-6-yl)propan-1-ol N[C@@H](CO)CC1=C(C=2N=NC=C(C2S1)NCC=1SC=CC1)Cl